COC1=CC=C(C=C1)/C=C/C=1OC2=C(N1)C=C(C=C2)OCC2=NC=C(C=C2)OC 2-[(E)-2-(4-methoxyphenyl)ethenyl]-5-[(5-methoxypyridin-2-yl)methoxy]-1,3-benzoxazole